5-[(5-bromo-2-chloropyridin-3-yl)carbamoyl]pyridine-2-carboxylic acid methyl ester COC(=O)C1=NC=C(C=C1)C(NC=1C(=NC=C(C1)Br)Cl)=O